OCC[N+](C)(C)CCO Bis-(2-Hydroxyethyl)-dimethylammonium